C(#N)C1=C(C=C(C=C1)C)N1C(N([C@H](C1)C#N)C1=CN=CC2=CC=CC=C12)=O (R)-1-(2-cyano-5-methylphenyl)-3-(isoquinolin-4-yl)-2-oxoimidazolidine-4-carbonitrile